C(C)(C)(C)OC(=O)N[C@H](CC(=O)O)C1=CC(=CC=C1)NS(=O)(=O)C1=CC(=CC=C1)NC(NCCC)=O (3R)-3-[(tert-butoxycarbonyl)amino]-3-{3-[({3-[(propylcarbamoyl)amino]phenyl}sulfonyl)amino]phenyl}propanoic acid